cis-2-amino-5,7-difluoro-1,1a,2,8b-tetrahydrobenzo[b]cyclopropa[d]azepin-3(4H)-one NC1C2C(C3=C(NC1=O)C(=CC(=C3)F)F)C2